(2R,4R) or (2S,4S)-1-(3-chlorophenyl-ethyl)-2-methyl-4-((4-(methylsulfonyl)phenoxy)methyl)pyrrolidine ClC=1C=C(C=CC1)CCN1[C@@H](C[C@H](C1)COC1=CC=C(C=C1)S(=O)(=O)C)C |o1:10,12|